FC=1C(=NC=C(C1)F)CC1CCC2(CN(C2)C(=O)N2C[C@H](CC2)C(=O)N)CC1 (3S)-1-[7-[(3,5-Difluoro-2-pyridyl)methyl]-2-azaspiro[3.5]nonane-2-carbonyl]pyrrolidine-3-carboxamide